ClC1=CC=C(C=C1)OC(NC12CC(C1)(C2)NC(COC2=CC(=C(C=C2)Cl)F)=O)=O {3-[2-(4-chloro-3-fluorophenoxy)acetylamino]bicyclo[1.1.1]pentan-1-yl}carbamic acid 4-chlorophenyl ester